C(#N)C=1C=C(C=CC1)C=1N=C(SC1C1=CC(=NC(=C1)C)C)NC(=O)N1CCC2(CC1)CCNC(C2)=O N-[4-(3-Cyanophenyl)-5-(2,6-dimethyl-4-pyridyl)thiazol-2-yl]-10-oxo-3,9-diazaspiro[5.5]undecane-3-carboxamide